5-benzyl-N-((1aR,2R,8bS)-4-methyl-3-oxo-1,1a,2,3,4,8B-hexahydrocycloprop-[d]pyrido[2,3-B]azepin-2-yl)-1,3,4-thiadiazole-2-carboxamide C(C1=CC=CC=C1)C1=NN=C(S1)C(=O)N[C@@H]1[C@H]2[C@@H](C3=C(N(C1=O)C)N=CC=C3)C2